4-(Benzofuran-5-yl)-7-Fluoro-5-[4-[(3S)-1-(3-fluoropropyl)pyrrolidin-3-yl]oxyphenyl]-2,3-dihydro-1-benzoxepin-8-ol O1C=CC2=C1C=CC(=C2)C=2CCOC1=C(C2C2=CC=C(C=C2)O[C@@H]2CN(CC2)CCCF)C=C(C(=C1)O)F